ClC1=CC(=C(C=C1)C1=CC=C(N=N1)N1C[C@@H]2[C@H](C1)CN(C2)C(=O)OC(C)(C)C)O (3aR,6aS)-tert-Butyl 5-(6-(4-chloro-2-hydroxyphenyl)pyridazin-3-yl)hexahydropyrrolo[3,4-c]pyrrole-2(1H)-carboxylate